CN(C=1C=C2C=CN(C(C2=CC1)=O)[C@@H](C(=O)NC1=CC=C(C=C1)C1=CC=NN1C)C)C (R)-2-(6-(Dimethylamino)-1-oxoisoquinolin-2(1H)-yl)-N-(4-(1-methyl-1H-pyrazol-5-yl)phenyl)propanamide